BrC1=CC=2C(=CC=C3C(=NC(=NC23)C2=CC=CC=C2)C2=CC=CC=C2)C=C1 9-bromo-2,4-diphenylbenzo[h]quinazoline